2-methoxy-4-(5-(trifluoromethyl)-1,2,4-oxadiazol-3-yl)benzamide COC1=C(C(=O)N)C=CC(=C1)C1=NOC(=N1)C(F)(F)F